diisobutylsulfane C(C(C)C)SCC(C)C